1-(4-(2-(6-((3r,5r)-3-amino-5-fluoropiperidine-1-carbonyl)-3-methylpyrazolo[1,5-a]pyridin-2-yl)-1-(cyclopropylmethyl)-1H-indol-7-yl)piperidin-1-yl)-2-methoxyethan-1-one N[C@H]1CN(C[C@@H](C1)F)C(=O)C=1C=CC=2N(C1)N=C(C2C)C=2N(C1=C(C=CC=C1C2)C2CCN(CC2)C(COC)=O)CC2CC2